NC1=C(C=C(C=N1)C1=NN2C(=C1)[C@@]1(CN(CC1)C(=O)NCC)OCC2)O[C@H](C)C2=C(C(=CC=C2Cl)F)Cl (3'R)-2-{6-amino-5-[(1R)-1-(2,6-dichloro-3-fluorophenyl)ethoxy]pyridin-3-yl}-N-ethyl-6,7-dihydrospiro[pyrazolo[5,1-c][1,4]oxazine-4,3'-pyrrolidine]-1'-carboxamide